C(C)OC=CB1OCC(C(O1)(C)C)(C)C 2-(2-ethoxyvinyl)-4,4,5,5-tetramethyl-1,3,2-dioxaborinane